COC1=NC=CC(=C1)N1N=CC(=C1)[N+](=O)[O-] 2-methoxy-4-(4-nitro-1H-pyrazolyl)pyridine